O=C(CCC(=O)O)NC1=CC=C(C=C1)S(N)(=O)=O 4-oxo-4-((4-sulfamylphenyl)amino)butyric acid